[SnH3]I.[Pb] Lead stannioiodide